4-phenoxy-3-(propan-2-yloxy)aniline O(C1=CC=CC=C1)C1=C(C=C(N)C=C1)OC(C)C